O1C(=CC2=C1C=CC=C2)C2=NC1=CC=CC=C1C=N2 (2-benzofuranyl)-quinazoline